[Hf].CC1=C(C(=C(C1(C1(C=CC=2C1=C1CCCCC1=CC2)CC(C)C)C)C)C)C pentamethylcyclopentadienyl-(1-isobutyl-6,7,8,9-tetrahydro-1H-cyclopenta[a]naphthalene) hafnium